C(C)C1=C(C=C2C(C=CO2)=C1C(=O)OC)N(C1CCOCC1)CC methyl 5-ethyl-6-(ethyl(tetrahydro-2H-pyran-4-yl)amino)benzofuran-4-carboxylate